S1C(=NC2=C1C=CC=C2)C2=CC=C(C=C2)C2=CC=C(C=C2)C=2N=NNC2C(=O)O 4-(4'-(benzo[d]thiazol-2-yl)-[1,1'-biphenyl]-4-yl)-1H-1,2,3-triazole-5-carboxylic acid